rac-5-[4-amino-2-(N-(2-amino-1-methyl-2-oxo-ethyl)-4-fluoro-anilino)thiazole-5-carbonyl]-N-isopropyl-isoxazole-3-carboxamide NC=1N=C(SC1C(=O)C1=CC(=NO1)C(=O)NC(C)C)N(C1=CC=C(C=C1)F)[C@@H](C(=O)N)C |r|